2-(thien-2-ylmethylene)-6-hydroxybenzofuran-3(2H)-one S1C(=CC=C1)C=C1OC2=C(C1=O)C=CC(=C2)O